CC(C(=O)O[C@H]1O[C@@H]([C@@H]([C@H]([C@H]1O[Si](C)(C)C)O[Si](C)(C)C)O[Si](C)(C)C)C1=CC(=C(C=C1)Cl)C1=CC=C(C=C1)OCC)CC ((2R,3R,4R,5S,6R)-6-(4-chloro-3-(4-ethoxyphenyl) phenyl)-3,4,5-tris((trimethylsilyl) oxy) tetrahydro-2H-pyran-2-yl) methylbutanoate